4-(3-(((1r,4r)-4-(5-chloro-2-(difluoromethyl)nicotinamido)cyclohexyl)methyl)-2-oxo-2,3-dihydro-1H-benzo[d]imidazol-1-yl)-N-methylpicolinamide ClC=1C=NC(=C(C(=O)NC2CCC(CC2)CN2C(N(C3=C2C=CC=C3)C3=CC(=NC=C3)C(=O)NC)=O)C1)C(F)F